N8-(5-chloropyridin-3-yl)-N2-(4-methyltetrahydro-2H-pyran-4-yl)-9H-purine-2,8-diamine ClC=1C=C(C=NC1)NC=1NC2=NC(=NC=C2N1)NC1(CCOCC1)C